[Co].ClC=1C=C(C(=NC1C=1OC=C(N1)C1=CC=CC2=CC=CC=C12)C=1OC=C(N1)C1=CC=CC2=CC=CC=C12)Cl dichloro[2,6-bis[4-(R)-naphthyl-2-oxazolyl]pyridine] cobalt